disodium 4,4'-bis(2-sulfostyryl)biphenyl zinc [Zn].S(=O)(=O)(O)C1=C(C=CC2=CC=C(C=C2)C2=CC=C(C=C2)C=CC2=C(C=CC=C2)S(=O)(=O)O)C=CC=C1.[Na].[Na]